BrC1=CN=C(C(=N1)C1=CC(=NO1)C1=CC2=C(N(N=N2)C(=O)OC(C)(C)C)C=C1)N(C(=O)OC(C)(C)C)C(=O)OC(C)(C)C Tert-butyl 5-(5-(6-bromo-3-(N,N-bis(tert-butoxycarbonyl)amino)pyrazin-2-yl)isoxazol-3-yl)-1H-benzo[d][1,2,3]triazol-1-carboxylate